N1N=C(N=C1)C(=O)N 17Z-1,2,4-triazole-3-carboxamide